(2S)-isopropyl 2-(((((2R,3S,4R,5S)-5-(4-aminopyrrolo[2,1-f][1,2,4]triazin-7-yl)-2-cyano-3,4-dihydroxytetrahydrofuran-2-yl)methoxy)(phenoxy)phosphoryl)amino)butanoate NC1=NC=NN2C1=CC=C2[C@H]2[C@@H]([C@@H]([C@@](O2)(C#N)COP(=O)(OC2=CC=CC=C2)N[C@H](C(=O)OC(C)C)CC)O)O